C(#C)C1=CC=C(C=C1)C=1N=C(N(C1)C1=CC(=CC=C1)F)NCC1=CC=C(C=C1)C(F)(F)F 4-(4-ethynylphenyl)-1-(3-fluorophenyl)-N-(4-(trifluoromethyl)benzyl)-1H-imidazol-2-amine